β-hydroxyphenyl-alanine OC[C@H](NC1=CC=CC=C1)C(=O)O